(1R,5S,8s)-3-(5-((3-fluorophenyl)ethynyl)-2,3-dihydro-1H-inden-1-yl)-3-aza-bicyclo[3.2.1]-octane-8-carboxylic acid FC=1C=C(C=CC1)C#CC=1C=C2CCC(C2=CC1)N1C[C@@H]2CC[C@H](C1)C2C(=O)O